6,7-Dichloro-1-tetrahydropyran-2-yl-3-(1-tetrahydropyran-2-ylpyrazol-4-yl)indazol-4-amine ClC=1C=C(C=2C(=NN(C2C1Cl)C1OCCCC1)C=1C=NN(C1)C1OCCCC1)N